ClC1([C@@H](C1)CCC(CN1N=CN=C1)O)Cl 4-[(1R)-2,2-dichlorocyclopropyl]-1-(1H-1,2,4-triazol-1-yl)butan-2-ol